FC=1C(=C(C=CC1F)[C@H]1[C@@H](O[C@]([C@H]1C)(C(F)(F)F)C)C(=O)NC=1C=NC(=CC1)[C@H](CO)O)OCCF (2R,3S,4S,5R)-3-(3,4-difluoro-2-(2-fluoroethoxy)phenyl)-N-(6-((R)-1,2-dihydroxyethyl)pyridin-3-yl)-4,5-dimethyl-5-(trifluoromethyl)tetrahydrofuran-2-carboxamide